(trifluoroethoxy)sodium borate B(O)(O)O.FC(CO[Na])(F)F